C(C)(C)(C)C1=CC=C(C(=O)OC2CC(N(C(C2)(C)C)O)(C)C)C=C1 1-oxyl-2,2,6,6-tetramethylpiperidin-4-yl 4-tert-butylbenzoate